C1(C(C(C1C(=O)Cl)C(=O)Cl)C(=O)Cl)C(=O)Cl 1,2,3,4-cyclobutanetetracarbonyl chloride